Cl.FC1=CC(=C(C=C1[N+](=O)[O-])NC1=NC=CC(=N1)C1=CN(C2=CC=CC=C12)C)OC N-(4-fluoro-2-methoxy-5-nitrophenyl)-4-(1-methyl-1H-indol-3-yl)pyrimidine-2-amine hydrochloride